1,1,4,4-tetrakis(trideuteromethyl)cyclohexane [2H]C(C1(CCC(CC1)(C([2H])([2H])[2H])C([2H])([2H])[2H])C([2H])([2H])[2H])([2H])[2H]